4-carboxyl-butyl-acrylamide C(=O)(O)CCCCC(C(=O)N)=C